C(C)(C)(C)OC(=O)N1[C@@H](CC1)[C@H](C)OC=1C=CC(=C(C(=O)O)C1)C 5-((S)-1-((S)-1-(tert-Butoxycarbonyl)azetidin-2-yl)ethoxy)-2-methylbenzoic acid